C(C)(C)(C)OC(CCCC1=CN(C(C=C1N(C)C(=O)OC(C)(C)C)=O)C)=O 4-[4-[tert-Butoxycarbonyl-(methyl)amino]-1-methyl-6-oxo-3-pyridinyl]butanoic acid tert-butyl ester